(1S,2R)-1-((2-(4,4-difluoropiperidin-1-yl)-6-methoxy-7-(3-(pyrrolidin-1-yl)propoxy)quinazolin-4-yl)amino)-1-(dimethylamino)propan-2-ol FC1(CCN(CC1)C1=NC2=CC(=C(C=C2C(=N1)N[C@H]([C@@H](C)O)N(C)C)OC)OCCCN1CCCC1)F